9,10-bis(4-bromophenyl)-2-tert-butylanthracene BrC1=CC=C(C=C1)C=1C2=CC=CC=C2C(=C2C=CC(=CC12)C(C)(C)C)C1=CC=C(C=C1)Br